OC=1C(=CC2=CC=CC=C2C1)C(=O)NCCOCCOCCOCC(NCCC1=CC=C(C=C1)O)=O 3-hydroxy-N-(1-(4-hydroxyphenyl)-4-oxo-6,9,12-trioxa-3-azatetradecan-14-yl)-2-naphthamide